lead-silver-tin [Sn].[Ag].[Pb]